CC(CC(=O)OC[C@H]1O[C@@]([C@@H]([C@@H]1O)O)(C#N)C1=CC=C2C(=NC=NN21)NC([C@H](C(C)C)N)=O)C ((2R,3S,4R,5R)-5-(4-((S)-2-amino-3-methylbutanamido)pyrrolo[2,1-f][1,2,4]triazin-7-yl)-5-cyano-3,4-dihydroxytetrahydrofuran-2-yl)methyl 3-methylbutanoate